ethyl-4-chloro-2-methoxythiophene C(C)C1=C(SC=C1Cl)OC